(R)-5-Fluoro-4-(6-(fluoromethyl-d2)-2-(5-fluoropyridin-2-yl)-6-(methyl-d3)-4,5,6,7-tetrahydropyrazolo[1,5-a]pyridin-3-yl)-1H-pyrazolo[3,4-b]pyridine FC=1C(=C2C(=NC1)NN=C2)C=2C(=NN1C2CC[C@@](C1)(C([2H])([2H])[2H])C([2H])([2H])F)C1=NC=C(C=C1)F